NCCC(C(=O)NCC1=CC=CC=C1)N1C(C2=CC(=CC=C2C1)C1=NC(=NC=C1Cl)NC1=CNOC=C1)=O (2-aminoethyl)-N-benzyl-2-(6-{5-chloro-2-[(oxazin-4-yl)amino]pyrimidin-4-yl}-1-oxo-2,3-dihydro-1H-isoindol-2-yl)acetamide